(1-((4-(3-Chloro-2-methylphenoxy)cyclohexyl)methyl)-1,4,5,6-tetrahydrocyclopenta[c]pyrazol-3-yl)((2R,6S)-2,6-dimethylmorpholino)methanon ClC=1C(=C(OC2CCC(CC2)CN2N=C(C3=C2CCC3)C(=O)N3C[C@H](O[C@H](C3)C)C)C=CC1)C